C(#N)C=1C=C(OC=2C=CC(=C3[C@@H](CCC23)O)S(=NC#N)(=O)CF)C=C(C1)F N-(((R)-7-(3-cyano-5-fluorophenoxy)-3-hydroxy-2,3-dihydro-1H-inden-4-yl)(fluoromethyl)(oxo)-λ6-sulfanylidene)cyanamide